(E)-2-(2',2'-dibromomethylphenyl)-methoxyiminoacetic acid methyl ester COC(/C(/C1C(C=CC=C1)(CBr)CBr)=N/OC)=O